2,5-dibromo-4-methoxy-1-(1,4,7,10-tetraoxaundecyl)-benzene BrC1=C(C=C(C(=C1)OC)Br)OCCOCCOCCOC